(S)-2-(N-[4-Amino-5-(4-fluorobenzoyl)thiazol-2-yl]-4-chloroanilino)propanamid NC=1N=C(SC1C(C1=CC=C(C=C1)F)=O)N(C1=CC=C(C=C1)Cl)[C@H](C(=O)N)C